2,6-dimethyl-1H-pyrrolo[3,4-c]isoquinoline-1,3(2H)-dione CN1C(C=2N=CC=3C(=CC=CC3C2C1=O)C)=O